N1(C=NC=C1)CC1=CC=C(C=C1)C1(CC(C1)C(=O)O)O 3-(4-((1H-Imidazol-1-yl)methyl)phenyl)-3-hydroxycyclobutane-1-carboxylic acid